IC1=CN=CC(=N1)N1CCC(CC1)C#N 1-(6-iodopyrazin-2-yl)piperidine-4-carbonitrile